6-hydroxy-5-[(4-sulfophenyl)azo]-2-naphthalenesulfonic acid disodium salt [Na+].[Na+].OC=1C(=C2C=CC(=CC2=CC1)S(=O)(=O)[O-])N=NC1=CC=C(C=C1)S(=O)(=O)[O-]